2'-({4-[3-(azetidin-3-yloxy)benzenesulfonyl]phenyl}amino)-7'-[(1R,3R)-3-hydroxycyclohexyl]spiro[cyclopropane-1,5'-pyrrolo[2,3-d]pyrimidin]-6'-one N1CC(C1)OC=1C=C(C=CC1)S(=O)(=O)C1=CC=C(C=C1)NC=1N=CC2=C(N1)N(C(C21CC1)=O)[C@H]1C[C@@H](CCC1)O